N1=CN=C2N=CNC2=C1N[C@@H]1C(N(C(C1)=O)CCC1=CC=C(C=C1)O)=O (S)-3-((7H-purin-6-yl)amino)-1-(4-hydroxyphenylethyl)pyrrolidine-2,5-dione